N-(4-(9-(2,3-difluoro-6-(2-morpholinothiazol-4-yl)phenoxy)nonanamido)butyl)-4-(2,4-dioxotetrahydropyrimidin-1(2H)-yl)benzamide FC1=C(OCCCCCCCCC(=O)NCCCCNC(C2=CC=C(C=C2)N2C(NC(CC2)=O)=O)=O)C(=CC=C1F)C=1N=C(SC1)N1CCOCC1